FC=1C(N(C=CC1I)CC(F)(F)F)=O 3-fluoro-4-iodo-1-(2,2,2-trifluoroethyl)pyridin-2-one